Tert-butyl (1R,5S)-3-(4-amino-2-fluorophenyl)-3,8-diazabicyclo[3.2.1]octane-8-carboxylate NC1=CC(=C(C=C1)N1C[C@H]2CC[C@@H](C1)N2C(=O)OC(C)(C)C)F